CC(C)(OC1=NC(=NC(=C1C(F)(F)F)OC(C)(C)C)C1=NC(=CC=C1)CCC)C 4,6-bis(1,1-dimethylethoxy)-2-(6-n-propyl-2-pyridyl)-5-trifluoromethylpyrimidine